ethyl 2-(cyclobutoxy)-4H-pyrrolo[2,3-d]thiazole-5-carboxylate C1(CCC1)OC=1SC2=C(N1)NC(=C2)C(=O)OCC